tert-butyl(7-(((S)-1-((2S,4R)-4-hydroxy-2-(((S)-1-(4-(4-methylthiazol-5-yl)phenyl)ethyl)carbamoyl)pyrrolidin-1-yl)-3,3-dimethyl-1-oxobutan-2-yl)amino)-7-oxoheptyl)carbamate C(C)(C)(C)OC(NCCCCCCC(=O)N[C@H](C(=O)N1[C@@H](C[C@H](C1)O)C(N[C@@H](C)C1=CC=C(C=C1)C1=C(N=CS1)C)=O)C(C)(C)C)=O